N-(2-fluoropyridin-4-yl)-1,2,4-trimethyl-5-(2-((2-methyl-4,5,6,7-tetrahydrobenzo[d]thiazol-7-yl)amino)-2-oxoacetyl)-1H-pyrrole-3-carboxamide FC1=NC=CC(=C1)NC(=O)C1=C(N(C(=C1C)C(C(=O)NC1CCCC=2N=C(SC21)C)=O)C)C